C(#N)N1C(CCC1)C1=NOC(=N1)C1=CC=CC(=N1)C1=CC(=NC=C1)C#N 6-(3-(1-Cyanopyrrolidin-2-yl)-1,2,4-oxadiazol-5-yl)-[2,4'-bipyridine]-2'-carbonitrile